1,3,3,6,6-pentamethyl-6-azonia-bicyclo(3.2.1)octane CC12CC(CC([N+](C1)(C)C)C2)(C)C